5-[(4-chloro-3-fluoro-anilino)methylene]-2,2-dimethyl-1,3-dioxane-4,6-dione ClC1=C(C=C(NC=C2C(OC(OC2=O)(C)C)=O)C=C1)F